O=C1N(C=CC(=N1)NC(=O)N1CCNCC1)C1=CC=C(CCN2CCC(CCC2)NC(OC(C)(C)C)=O)C=C1 tert-butyl (1-(4-(2-oxo-4-(piperazine-1-carboxamido)pyrimidin-1(2H)-yl)phenethyl)azepan-4-yl)carbamate